C(C=1CC=C(C(=O)O)CC1)(=O)O 2,5-dihydroterephthalic acid